(E)-5,5'-(diazene-1,2-diyl)bis(1-amino-3-nitro-1H-1,2,4-triazole) N(=N\C1=NC(=NN1N)[N+](=O)[O-])/C1=NC(=NN1N)[N+](=O)[O-]